6-(4-Aminopiperidin-1-yl)-1-(cyclobutylmethyl)-4-oxo-1,4-dihydro-quinoline-3-carboxylic acid ethyl ester C(C)OC(=O)C1=CN(C2=CC=C(C=C2C1=O)N1CCC(CC1)N)CC1CCC1